C(C)OC(\C(=C/N(C)C)\C(=O)C1(CC1)OC)=O (Z)-3-(dimethylamino)-2-(1-methoxycyclopropane-1-carbonyl)acrylic acid ethyl ester